Cl.N1=CC=C(C2=CC=CC=C12)N Quinoline-4-amine hydrochloride